citronellol (3,7-dimethyloct-6-en-1-yl)acetate (3,7-dimethyloct-6-en-1-yl-acetate) CC(CCCC(=O)O)CCC=C(C)C.CC(CCCC(=O)O)CCC=C(C)C.CC(C)=CCCC(C)CCO